O=C([C@H](CCCC)NC(OC(C(F)(F)C1=CC(=CC=C1)Cl)C1=CC=CC=C1)=O)N[C@H](C=O)CC=1C(NC=CC1)=O 2-(3-chlorophenyl)-2,2-difluoro-1-phenylethyl ((S)-1-oxo-1-(((S)-1-oxo-3-(2-oxo-1,2-dihydro pyridin-3-yl)propan-2-yl)amino)hexan-2-yl)carbamate